N-[5-({4-[(5-aminopentyl)(hydroxy)amino]-4-oxobutanoyl}-amino)-pentyl]-N-hydroxysuccinamide NCCCCCN(C(CCC(=O)NCCCCCN(C(CCC(=O)N)=O)O)=O)O